(2R,6S)-4-(6-bromopyridin-2-yl)-2,6-dimethylmorpholine BrC1=CC=CC(=N1)N1C[C@H](O[C@H](C1)C)C